COC=1C=C(C=CC1F)[C@H](C)N (S)-1-(3-methoxy-4-fluorophenyl)ethan-1-amine